ClC=1C=CC2=C(C(=NC(C(N2C)=O)O)C2=C(C=CC=C2)Cl)C1 7-chloro-5-(2-chlorophenyl)-3-hydroxy-1-methyl-1H-1,4-benzodiazepine-2(3H)-one